BrC1=CC(=C(C=C1)C=1CCN(CC1)CC(C)(O)C)F 1-(4-(4-bromo-2-fluorophenyl)-3,6-dihydropyridin-1(2H)-yl)-2-methylpropan-2-ol